[6-[(3-chloro-5-fluoro-2-pyridyl)methyl]-2-azaspiro[3.3]heptan-2-yl]-[6-[3-(3,3-difluorocyclobutyl)-1H-1,2,4-triazol-5-yl]-2-azaspiro[3.3]heptan-2-yl]methanone ClC=1C(=NC=C(C1)F)CC1CC2(CN(C2)C(=O)N2CC3(C2)CC(C3)C3=NC(=NN3)C3CC(C3)(F)F)C1